2-[[[cis-3-[2-oxo-3-(3-oxo-4H-pyrido[3,2-b][1,4]oxazin-6-yl)-1,3-oxazolidin-5-yl]cyclobutyl]amino]methyl]-2,3-dihydro-1H-indene-4-carbonitrile O=C1OC(CN1C=1C=CC=2OCC(NC2N1)=O)[C@H]1C[C@H](C1)NCC1CC=2C=CC=C(C2C1)C#N